COC=1C(=NC=C(C1)B1OC(C(O1)(C)C)(C)C)OCC1=NC=C(C=C1)OC 3-methoxy-2-((5-methoxypyridin-2-yl)methoxy)-5-(4,4,5,5-tetramethyl-1,3,2-dioxaborolan-2-yl)pyridine